ClC1=C(C=CC=C1)CC(=O)NC1=CC(=C(C=C1)C1=CC(=CC=C1)C(C)(C)O)S(N)(=O)=O 2-(2-chlorophenyl)-N-[3'-(2-hydroxypropan-2-yl)-2-sulfamoylbiphenyl-4-yl]Acetamide